BrC=1C=C(C=CC1OC1=C(C=C(C=C1)Cl)Cl)C(C)=O 1-(3-bromo-4-(2,4-dichlorophenoxy)phenyl)ethanone